tert-Butyl (R)-4-(8-((4-([1,2,4]triazolo[1,5-a]pyridin-7-yloxy)-3-methylphenyl)amino)pyrimido[5,4-d]pyrimidin-2-yl)-2-methylpiperazine-1-carboxylate N=1C=NN2C1C=C(C=C2)OC2=C(C=C(C=C2)NC2=NC=NC1=C2N=C(N=C1)N1C[C@H](N(CC1)C(=O)OC(C)(C)C)C)C